N1=C(N=CC(=C1)N)N pyrimidine-2,5-diamine